6-(4-(difluoromethoxy)phenyl)-2-((5-(trifluoromethyl)-4H-1,2,4-triazol-3-yl)methyl)pyridazin-3(2H)-one FC(OC1=CC=C(C=C1)C=1C=CC(N(N1)CC1=NN=C(N1)C(F)(F)F)=O)F